S-palmitoyl-glutathione C(CCCCCCCCCCCCCCC)(=O)SC[C@H](NC(CC[C@H](N)C(=O)O)=O)C(=O)NCC(=O)O